C(C)(C)(C)OC(NC(C(=O)C1=CC2=C(OCCO2)C=C1)C)=O tert-Butyl(1-(2,3-dihydrobenzo[b][1,4]dioxin-6-yl)-1-oxopropan-2-yl)carbamate